CC1=NC(=NO1)C1=CC=C2C=CN=C(C2=C1)NCCC(=O)NC=1SC2=C(N1)C(=CC=C2OCCC)C 3-[[7-(5-methyl-1,2,4-oxadiazol-3-yl)-1-isoquinolyl]amino]-N-(4-methyl-7-propoxy-1,3-benzothiazol-2-yl)propanamide